(R)-N-((S)-1-(5-cyano-1H-benzo[d]imidazol-2-yl)-4,4,4-trifluoro-3,3-dimethylbutyl)-2-methylpropane-2-sulfinamide C(#N)C1=CC2=C(NC(=N2)[C@H](CC(C(F)(F)F)(C)C)N[S@](=O)C(C)(C)C)C=C1